cis-8-dimethylamino-3-(2-morpholin-4-yl-pyrimidin-5-yl)-8-phenyl-1,3-diazaspiro[4.5]decan-2-one CN(C1(CCC2(CN(C(N2)=O)C=2C=NC(=NC2)N2CCOCC2)CC1)C1=CC=CC=C1)C